6-oxohexylpiperazine-1-carboxylate O=CCCCCCOC(=O)N1CCNCC1